C(#N)C=1C=CC(=NC1)N[C@@H]1CC[C@H](CC1)N(C(=O)NCC1=CC(=CC=C1)F)C1=CC=C(C=C1)C=1C=NN(C1)C 1-(trans-4-((5-cyanopyridin-2-yl)amino)cyclohexyl)-3-(3-fluorobenzyl)-1-(4-(1-methyl-1H-pyrazol-4-yl)phenyl)urea